N2-(3,5-bis(trifluoromethyl)phenyl)-5-chloro-N4-(2-(isopropylsulfonyl)phenyl)pyrimidine-2,4-diamine FC(C=1C=C(C=C(C1)C(F)(F)F)NC1=NC=C(C(=N1)NC1=C(C=CC=C1)S(=O)(=O)C(C)C)Cl)(F)F